4-methyl-5-(hydroxymethyl)imidazole CC=1N=CNC1CO